FC1(C(NC(C2=CC=CC=C12)=O)O)F 4,4-difluoro-3-hydroxy-3,4-dihydroisoquinolin-1(2H)-one